C(C1=CC=CC=C1)SC1=NC2=C(N1C[C@H]1OCCC1)C=C(C=C2)C(=O)OC methyl (S)-2-(benzylthio)-1-((tetrahydrofuran-2-yl) methyl)-1H-benzo[d]imidazole-6-carboxylate